COC1=CC2=C(NC([C@H]3N(C2=O)CCCC3)=O)C=C1OCCCC(=O)OC Methyl (S)-4-((2-methoxy-6,12-dioxo-5,6,6a,7,8,9,10,12-octahydrobenzo[e]pyrido[1,2-a][1,4]diazepin-3-yl)oxy)butanoate